C(C)(=O)O[C@H](C(=O)NC=1C(=C(C(=C(C1I)C(=O)O)I)C(=O)O)I)C [(2S)-2-(acetyloxy)-1-oxopropyl]amino-2,4,6-triiodo-1,3-benzendicarboxylic acid